1,3-dipropylpyrrolinium triflate [O-]S(=O)(=O)C(F)(F)F.C(CC)[NH+]1C=C(CC1)CCC